(2S,6S)-6-((4-bromophenoxy)methyl)-2-methyl-1,4-dioxan-2-ylacetaldehyde BrC1=CC=C(OC[C@@H]2COC[C@](O2)(C)CC=O)C=C1